FC1=CC=2C(C=C(OC2C2=C1NC(=N2)C(F)(F)F)C2=CC=C(C=C2)OC)=O 4-fluoro-8-(4-methoxyphenyl)-2-(trifluoromethyl)chromeno[7,8-d]imidazol-6(3H)-one